3-Amino-1-pentanthiol NC(CCS)CC